4-{1-[(1R)-1-(4-chlorophenyl)-2-[(5-chloropyridin-2-yl)methyl]-7-fluoro-1-methoxy-3-oxo-2,3-dihydro-1H-isoindol-5-yl]-1-hydroxyethyl}-1λ6-thiane-1,1-dione ClC1=CC=C(C=C1)[C@@]1(N(C(C2=CC(=CC(=C12)F)C(C)(O)C1CCS(CC1)(=O)=O)=O)CC1=NC=C(C=C1)Cl)OC